C1(=CC=CC=C1)C=1SC=C(N1)CNCC1=CC=CC=C1 N-[(2-phenylthiazol-4-yl)methyl]benzylamine